O1C2=C(OCC1)C=C(C=C2)OC2CCN(CC2)C2=C(N=C1N(N=CC(=C1C)C)C2=O)C(C)C (4-((2,3-Dihydrobenzo[b][1,4]dioxin-6-yl)oxy)piperidin-1-yl)-2-isopropyl-8,9-dimethyl-4H-pyrimido[1,2-b]pyridazin-4-one